OC1CCN(CC1)CC1=CC=C(C(=O)NC2=CC3=C(N(C4=CC=CC=C34)C(C)C)C(=N2)C)C=C1 4-((4-hydroxypiperidin-1-yl)methyl)-N-(9-isopropyl-1-methyl-9H-pyrido[3,4-b]indol-3-yl)benzamide